C(C)(=O)OCC=1[C@H]([C@H](C=CC1)O)O (1S,2R)-3-acetoxymethyl-3,5-cyclohexadiene-1,2-diol